methyl 2-(4,6-dichloropyrazolo[3,4-d]pyrimidin-1-yl)-5-fluoro-benzoate ClC1=C2C(=NC(=N1)Cl)N(N=C2)C2=C(C(=O)OC)C=C(C=C2)F